(Z)-ethyl 2-((1H-pyrrolo[2,3-b]pyridine-3-carbonyl)imino)-3-benzyl-2,3-dihydrothiazole-4-carboxylate N1C=C(C=2C1=NC=CC2)C(=O)\N=C\2/SC=C(N2CC2=CC=CC=C2)C(=O)OCC